BrCC1CCC(CC1)C(C)(C)C (1r,4r)-1-(bromomethyl)-4-(tert-butyl)cyclohexane